2-(ethoxymethyl)-9-isopentyloxy-1H-imidazo[4,5-c]quinolin-4-amine C(C)OCC=1NC2=C(C(=NC=3C=CC=C(C23)OCCC(C)C)N)N1